3,4-ethylenedioxy-thiophene C1OC2=CSC=C2OC1